8'-(2-((3-(Dimethylamino)propyl)amino)pyrimidin-5-yl)-3'-methylspiro[cyclopropane-1,1'-pyrrolo[2,3-c]quinolin]-2'(3'H)-one CN(CCCNC1=NC=C(C=N1)C1=CC=2C3=C(C=NC2C=C1)N(C(C31CC1)=O)C)C